(R)-N-(2-(4-Cyanothiazolidin-3-yl)-2-oxoethyl)-6-(3-cyclopropylazetidin-1-yl)quinoline-4-carboxamide C(#N)[C@H]1N(CSC1)C(CNC(=O)C1=CC=NC2=CC=C(C=C12)N1CC(C1)C1CC1)=O